(3R,10bS)-10-fluoro-N-hydroxy-3-methyl-1,2,3,5,6,10b-hexahydropyrrolo[2,1-a]isoquinoline-8-carboxamide FC=1C=C(C=C2CCN3[C@H](C12)CC[C@H]3C)C(=O)NO